C1(=CC=CC=C1)N1C(=NC2=C1C=CC=C2)C2=CC(=NN2)NC(C2=CC=C(C=C2)NC2CCN(CC2)C)=O N-(5-(1-phenyl-1H-benzo[d]imidazol-2-yl)-1H-pyrazol-3-yl)-4-((1-methylpiperidin-4-yl)amino)benzamide